5-(4-chloro-2-fluorophenyl)-2,3-dimethyl-7-((2S,4R)-2-(2-methyl-4-pyridinyl)tetrahydro-2H-pyran-4-yl)pyrido[4,3-d]pyrimidin-4(3H)-one ClC1=CC(=C(C=C1)C1=NC(=CC=2N=C(N(C(C21)=O)C)C)[C@H]2C[C@H](OCC2)C2=CC(=NC=C2)C)F